2-amino-N-(5-(5-chloro-2-methoxyphenyl)-1-(2-morpholinoethyl)-1H-pyrazol-4-yl)pyrazolo[1,5-a]pyrimidine-3-carboxamide NC1=NN2C(N=CC=C2)=C1C(=O)NC=1C=NN(C1C1=C(C=CC(=C1)Cl)OC)CCN1CCOCC1